BrC=1C=C(C=CC1)C(C)N1CCC(CC1)N(S(=O)(=O)C)CC(=O)NCC(NCC#C)=O 2-(N-(1-(1-(3-bromophenyl)ethyl)piperidin-4-yl)methylsulfonamido)-N-(2-oxo-2-(prop-2-yn-1-ylamino)ethyl)acetamide